[Ni](Br)Br.C(C)(C)(C)C1=CC(=NC=C1)C1=NC=CC(=C1)C(C)(C)C 4,4'-di-tert-butyl-2,2'-bipyridine nickel(II) bromide